C1(CC1)C1=C(C(=C(N=N1)OC1=C(C=C(C=C1)F)C)C(=O)NC1=C(C=CC=C1)S(=O)(=N)C)C 6-Cyclopropyl-3-(4-fluoro-2-methyl-phenoxy)-5-methyl-N-[(methylsulfonimidoyl)phenyl]pyridazine-4-carboxamide